(S)-N-(5-(2-(5-chloropyridin-2-yl)-2-hydroxyethoxy)-1,3,4-thiadiazol-2-yl)-4-(2-methoxyphenyl)-6-methylnicotinamide ClC=1C=CC(=NC1)[C@@H](COC1=NN=C(S1)NC(C1=CN=C(C=C1C1=C(C=CC=C1)OC)C)=O)O